1-[2-(azetidin-1-yl)-2-oxo-ethyl]-6-(3,5-difluorophenyl)-3-methyl-imidazo[4,5-b]pyridin-2-one N1(CCC1)C(CN1C(N(C2=NC=C(C=C21)C2=CC(=CC(=C2)F)F)C)=O)=O